FC(C=1C=C2C(=NC1)C(COC2)=O)(F)F 3-(trifluoromethyl)-5H-pyrano[4,3-b]pyridin-8(7H)-one